CC(C)(C)OC(=O)N1CC2=CC=CC=C2C[C@@H]1C(=O)O BOC-D-1,2,3,4-tetrahydroisoquinoline-3-carboxylic acid